OCC1([C@@H](O)[C@H](O)[C@H](O1)CO)[C@@](C=O)(O)[C@@H](O)[C@H](O)[C@H](O)CO 2-fructosyl-glucose